CC(C1=CC2=C(C=C1)OC(=N2)C3=CC=C(C=C3)Cl)C(=O)O The molecule is a monocarboxylic acid that is propionic acid substituted at position 2 by a 2-(4-chlorophenyl)-1,3-benzoxazol-5-yl group. It was used as a non-steroidal anti-inflammatory drug until 1982 when it was withdrawn from the market due to adverse side-effects including liver necrosis, photosensitivity, and carcinogenicity in animals. It has a role as a non-steroidal anti-inflammatory drug, an EC 1.13.11.34 (arachidonate 5-lipoxygenase) inhibitor, an antipyretic, a non-narcotic analgesic, a protein kinase C agonist, a hepatotoxic agent, an antipsoriatic and a nephrotoxin. It is a member of 1,3-benzoxazoles, a monocarboxylic acid and a member of monochlorobenzenes. It derives from a propionic acid.